2-(chloromethyl)-5-(3-fluoro-5-methoxyphenyl)pyrazine ClCC1=NC=C(N=C1)C1=CC(=CC(=C1)OC)F